4-chloro-7-fluoro-N,N-dimethyl-6-(1,2,3,6-tetrahydropyridin-5-yl)benzothiophene-2-carboxamide ClC1=CC(=C(C2=C1C=C(S2)C(=O)N(C)C)F)C2=CCCNC2